[4-(Benzyloxy)-3-fluorophenyl]acetic acid C(C1=CC=CC=C1)OC1=C(C=C(C=C1)CC(=O)O)F